CC1(OC2=CC=CC=C2[C@H](C1)NC(=O)C=1C=C(C=CC1)C(N1C(N[C@](CC1=O)(C)C(C)C)=[NH2+])C=1C=[NH+]C=CC1)C [(4S)-1-[[3-[[(4S)-2,2-dimethylchroman-4-yl]carbamoyl]phenyl]-pyridin-1-ium-3-yl-methyl]-4-isopropyl-4-methyl-6-oxo-hexahydropyrimidin-2-ylidene]ammonium